CSC1=CC=C(C=C1)C(C(C)N1CCOCC1)=O 1-[4-(methylthio)-phenyl]-2-(4-morpholinyl)-1-propanone